CN1N=CC=C1C1=CC(=CN=N1)N1N=C(C=CC1=O)C(=O)O 1-[6-(2-methylpyrazol-3-yl)pyridazin-4-yl]-6-oxo-pyridazine-3-carboxylic acid